ClC=1N=CC=C2C=C(C=NC12)CN1C[C@@H](CC1)O (R)-1-((8-chloro-1,7-naphthyridin-3-yl)methyl)pyrrolidin-3-ol